(±)-N-(5,6-dichloropyridin-3-yl)-1-fluoro-6,7,8,9-tetrahydro-5H-5,8-epiminocyclohepta-[c]pyridine-10-carboxamide ClC=1C=C(C=NC1Cl)NC(=O)N1C2CCC1CC=1C(=NC=CC12)F